3-((2-((s)-amino(4,4-difluorocyclohexyl)methyl)-7-chloroimidazo[1,2-b]pyridazin-6-yl)methyl)-5-methylpiperidin-2-one N[C@H](C=1N=C2N(N=C(C(=C2)Cl)CC2C(NCC(C2)C)=O)C1)C1CCC(CC1)(F)F